dicyclopentyl-1,3-propanediamine C1(CCCC1)C(CN)(CN)C1CCCC1